2,2,2-trifluoroacetaldehyde compound with 5-(4-(2-aminoethyl)piperazin-1-yl)-2-(2,6-dioxopiperidin-3-yl)isoindoline-1,3-dione NCCN1CCN(CC1)C=1C=C2C(N(C(C2=CC1)=O)C1C(NC(CC1)=O)=O)=O.FC(C=O)(F)F